(R)-2-(2'-(4-Methyl-4H-1,2,4-triazol-3-yl)-[1,1'-biphenyl]-3-yl)-6-((2-methylmorpholino)methyl)-4-(trifluoromethyl)isoindolin-1-one CN1C(=NN=C1)C1=C(C=CC=C1)C1=CC(=CC=C1)N1C(C2=CC(=CC(=C2C1)C(F)(F)F)CN1C[C@H](OCC1)C)=O